5-bromo-1,4-dimethyl-3-nitropyridin-2(1H)-one BrC=1C(=C(C(N(C1)C)=O)[N+](=O)[O-])C